3-((benzyloxy)methyl)-1-((4aR,6R,7R,7aR)-2-chloro-7-methoxy-2-sulfidotetrahydro-4H-furo[3,2-d][1,3,2]dioxaphosphinin-6-yl)pyrimidine-2,4(1H,3H)-dione C(C1=CC=CC=C1)OCN1C(N(C=CC1=O)[C@H]1[C@@H]([C@@H]2OP(OC[C@H]2O1)(=S)Cl)OC)=O